CC1=C(C=CC=C1)CC(=O)N 2-(2-methylphenyl)acetamide